C1(=CC=C(C=C1)C(=O)C=1C(=C(SC1C)C)C(=O)NC1CC2(CCC2)C1)C1=CC=CC=C1 6-(4-([1,1'-biphenyl]-4-carbonyl)-2,5-dimethylthiophene-3-carboxamido)spiro[3.3]heptane